N=C1C(=CN=N1)N=NC1=CC(=CC=C1)C(F)(F)F 5-imino-4-(3-trifluoromethyl-phenylazo)-5H-pyrazol